N-(3-(morpholine-4-carbonyl)phenyl)-4-(4-phenylbutoxy)benzamide N1(CCOCC1)C(=O)C=1C=C(C=CC1)NC(C1=CC=C(C=C1)OCCCCC1=CC=CC=C1)=O